CN([C@H](CNC(CC(C1(CC1)C(F)(F)F)C=1C=NC=CC1)=O)CC1=C(C=C(C=C1C)O)C)C N-((S)-2-(dimethylamino)-3-(4-hydroxy-2,6-dimethylphenyl)propyl)-3-(pyridin-3-yl)-3-(1-(trifluoromethyl)cyclopropyl)propanamide